C1(CCCCC1)[C@H](C)N (S)-1-cyclohexyl-ethylamine